C(C)C1=C2C=C(NC2=CC=C1)C(=O)N1[C@@H]([C@H]2C([C@H]2C1)(C)C)C(=O)N[C@H](CO)C[C@H]1C(NCC1)=O (1R,2S,5S)-3-(4-ethyl-1H-indole-2-carbonyl)-N-((S)-1-hydroxy-3-((S)-2-oxopyrrolidin-3-yl)propan-2-yl)-6,6-dimethyl-3-azabicyclo[3.1.0]hexane-2-carboxamide